4-((2-(2,6-DIOXOPIPERIDIN-3-YL)-1-OXOISOINDOLIN-4-YLOXY)METHYL)-N,N-DIMETHYLBENZENESULFONAMIDE O=C1NC(CCC1N1C(C2=CC=CC(=C2C1)OCC1=CC=C(C=C1)S(=O)(=O)N(C)C)=O)=O